ClC1=CC=C(C=N1)CC1C(N(C2CC12)C(=O)OC(C)(C)C)=O tert-butyl endo-4-((6-chloropyridin-3-yl)methyl)-3-oxo-2-azabicyclo[3.1.0]-hexane-2-carboxylate